C(C=C)(=O)N1[C@@H](CCC1)C1=NC(=C2N1C=CN=C2C(=O)N)C2=CC=C(C=C2)OC2=C(C(=CC=C2)OC)F (S)-3-(1-acryloylpyrrolidin-2-yl)-1-(4-(2-fluoro-3-methoxyphenoxy)phenyl)imidazo[1,5-a]pyrazine-8-carboxamide